2-chloro-5-ethynyl-4-((4-methoxybenzyl)oxy)pyridine ClC1=NC=C(C(=C1)OCC1=CC=C(C=C1)OC)C#C